2,2,2-trifluoro-1-(4-pyrazolo[1,5-a]pyridin-2-yl-1-tetrahydropyran-2-yl-6,7-dihydro-4H-imidazo[4,5-c]pyridin-5-yl)ethanone FC(C(=O)N1C(C2=C(CC1)N(C=N2)C2OCCCC2)C2=NN1C(C=CC=C1)=C2)(F)F